5-[3-(3-Fluorophenylamino)-2-hydroxypropyl]-1,3-oxazole-2(3H)-thione FC=1C=C(C=CC1)NCC(CC1=CNC(O1)=S)O